2-[(2E)-2-(aminomethyl)-3-fluoroprop-2-en-1-yl]-4-({5-[4-(trifluoromethoxy)benzyl]thiophen-2-yl}methyl)-2,4-dihydro-3H-1,2,4-triazol-3-one NC/C(/CN1N=CN(C1=O)CC=1SC(=CC1)CC1=CC=C(C=C1)OC(F)(F)F)=C\F